C(C)(C)N(CCC1=CNC2=CC=C(C=C12)OC(CC(=O)O)=O)C(C)C 3-((3-(2-(diisopropylamino)ethyl)-1H-indol-5-yl)oxy)-3-oxopropionic acid